Cl.Cl.C[C@@H]1CN(C[C@@H](N1)C)C1=CC=C(N=N1)C1=NC=C(C=C1O)C1=CC2=CNN=C2C=C1 2-{6-[(3r,5s)-3,5-dimethylpiperazin-1-yl]pyridazin-3-yl}-5-(2H-indazol-5-yl)pyridin-3-ol dihydrochloride